5-(2,3-dichloro-phenyl)-3-(2-methylamino-ethyl)-1-{2-oxo-2-[4-(2-oxo-1,2,4,5-tetrahydro-benzo[d][1,3]diazepin-3-yl)-piperidin-1-yl]-ethyl}-1H-pyrimidine-2,4-dione ClC1=C(C=CC=C1Cl)C=1C(N(C(N(C1)CC(N1CCC(CC1)N1C(NC2=C(CC1)C=CC=C2)=O)=O)=O)CCNC)=O